N,2-dimethylpiperidin-4-amine CNC1CC(NCC1)C